ClC1=NSC=2C1=NC(=CC2C2(CC2)C(F)F)N2[C@@H](COCC2)C (R)-4-(3-chloro-7-(1-(difluoromethyl)cyclopropyl)isothiazolo[4,5-b]pyridin-5-yl)-3-methylmorpholine